P(=O)(O)(O)C(CC(=O)O)(CCC(=O)O)C(=O)O.[NH4+] ammonium 2-phosphonobutane-1,2,4-tricarboxylic acid